1-isopropyl-8-methanesulfinyl-1H-imidazo[4,5-H]quinazoline C(C)(C)N1C=NC=2C=CC=3C=NC(=NC3C21)S(=O)C